N1(N=NC2=C1C=CC=C2)CC(=O)NC=2C=NC(=CC2)N2N=C(C=C2C2CC2)C(F)(F)F 2-(1H-benzo[d][1,2,3]triazol-1-yl)-N-{6-[5-cyclopropyl-3-(trifluoromethyl)-1H-pyrazol-1-yl]pyridin-3-yl}acetamide